BrC1=CC(=C2N(C1=O)C1(CCN(CC1)CC#N)NC2=O)C 2-(6-bromo-8-methyl-1,5-dioxo-1,5-dihydro-2H-spiro[imidazo[1,5-a]pyridine-3,4'-piperidin]-1'-yl)acetonitrile